C1(CCC1)OC=1C(=CC2=CN(N=C2C1)C12COC(CC1)(C2)C)C(=O)O 6-cyclobutoxy-2-(1-methyl-2-oxabicyclo[2.2.1]heptan-4-yl)-2H-indazole-5-carboxylic acid